ClC1=NC(=CC(=C1/C=C/C(C(=O)OCC)=O)C1=C(C=C(C=C1)F)F)Cl ethyl (E)-4-(2,6-dichloro-4-(2,4-difluorophenyl) pyridin-3-yl)-2-oxobut-3-enoate